FC1=C(C(=O)N[C@H](C(=O)N2CCC3(CC2)C(CNC(C3)=O)C3=CC=C(C=C3)F)C(C)C)C=C(C=C1)C(F)(F)F 2-fluoro-N-((2S)-1-(7-(4-fluorophenyl)-10-oxo-3,9-diazaspiro[5.5]undecan-3-yl)-3-methyl-1-oxobutan-2-yl)-5-(trifluoromethyl)benzamide